C(#C)C1(CCC1)COC1(C(CC2=CC=CC(=C12)SC(F)(F)F)(F)F)O ((1-ethynyl-cyclobutyl)methoxy)-2,2-difluoro-7-(trifluoromethylsulfanyl)-2,3-dihydro-1H-inden-1-ol